O=C1CCN(CC1)C(=O)OCC1=CC=CC=C1 Benzyl 4-oxopiperidine-1-carboxylate